C([C@@H]1[C@H]([C@@H]([C@H]([C@H](O1)O)NS(=O)(=O)O)O)O[C@H]2[C@@H]([C@H]([C@@H]([C@H](O2)C(=O)O)O)O)O)O The molecule is a heparan sulfate composed of a backbone of repeating beta-D-glucuronosyl-(1->4)-N-sulfonyl-alpha-D-glucosamine units joined by (1->4)-linkages. It has a role as a mouse metabolite. It is a member of heparan sulfates, a member of glucuronic acids and a D-glucopyranuronic acid. It is a conjugate acid of a heparosan-N-sulfate D-glucuronate.